CCC(C)CO (+-)-2-methyl-1-butanol